FC1=CC=C(C(=N1)C)OC1=CC=C(C(=C1C(=O)NC=1C=C(C=CC1)[S@](=O)(C)=NC(OC(C)(C)C)=O)C)C(F)(F)F tert-butyl (R)-((3-(6-((6-fluoro-2-methylpyridin-3-yl)oxy)-2-methyl-3-(trifluoromethyl)benzamido)phenyl)(methyl)(oxo)-λ6-sulfaneylidene)carbamate